(6R,7aS)-6-(2,3-dichloro-6-hydroxyphenyl)-1-(1,2-dihydroxyethyl)tetrahydro-1H,3H-pyrrolo[1,2-c]oxazol-3-one ClC1=C(C(=CC=C1Cl)O)[C@H]1C[C@@H]2N(C(OC2C(CO)O)=O)C1